[N+](=O)([O-])C1=CC2=C(N=C(S2)NC(=O)C2=CN=C(S2)C(F)(F)F)C=C1 N-(6-nitrobenzo[d]thiazol-2-yl)-2-(trifluoromethyl)thiazole-5-carboxamide